methyl 3-methoxy-4-(((1-methyl-1H-pyrazol-4-yl) methyl) amino)-5-nitrobenzoate COC=1C=C(C(=O)OC)C=C(C1NCC=1C=NN(C1)C)[N+](=O)[O-]